benzhydrylEthyl oxazolate O1C(=NC=C1)C(=O)OCCC(C1=CC=CC=C1)C1=CC=CC=C1